2-(((cis-4-Hydroxycyclohexyl)thio)methyl)-8-methyl-5-(trifluoromethyl)quinazolin-4(3H)-one O[C@H]1CC[C@H](CC1)SCC1=NC2=C(C=CC(=C2C(N1)=O)C(F)(F)F)C